FC1=C(C=CC(=N1)OCC1CN(C1)C(=O)N1C[C@@H]2[C@@H](OCC(N2)=O)CC1)C(F)(F)F (4aR,8aS)-6-[3-[[6-fluoro-5-(trifluoromethyl)-2-pyridinyl]oxymethyl]azetidine-1-carbonyl]-4,4a,5,7,8,8a-hexahydropyrido[4,3-b][1,4]oxazin-3-one